C12=CN(C=3C=CC4(C5(C13)C1=CC=CC=C1C=C4NCC5)C2)C(=O)O.C(CC)C(C(=O)O)=C.OC2(C(C=CC=C2)O)C2=CC=CC=C2 2-hydroxy-(2-phenyl)phenol propyl-acrylate 6,11b-(epiminoethano)-1,5a-methanonaphtho[1,2-e]indole-3-carboxylate